[Zn].OC1=C(C=CC=C1)C=1SC2=C(N1)C=CC=C2.OC2=C(C=CC=C2)C=2SC1=C(N2)C=CC=C1 bis(2-(2-hydroxyphenyl)benzothiazole) zinc salt